N4-[2-(6-methyl-2-pyridyl)pyrimidin-4-yl]-N2-[4-(1,2,3,6-tetrahydropyridin-4-yl)phenyl]pyrimidine-2,4-diamine CC1=CC=CC(=N1)C1=NC=CC(=N1)NC1=NC(=NC=C1)NC1=CC=C(C=C1)C=1CCNCC1